2-(4-Aminopiperidin-1-yl)ethanol NC1CCN(CC1)CCO